7-(1,4-dioxan-2-ylmethyl)-3-[(3-fluoro-2-methoxyphenyl)amino]-2-(3-fluoropyridin-4-yl)-1H,5H,6H,7H-pyrrolo[3,2-c]Pyridin-4-one O1C(COCC1)CC1C2=C(C(NC1)=O)C(=C(N2)C2=C(C=NC=C2)F)NC2=C(C(=CC=C2)F)OC